(S)-4-(3-(4-((tert-butyldimethylsilyl)oxy)butan-2-yl)-6-chloroimidazo[1,5-a]pyrazin-1-yl)benzaldehyde [Si](C)(C)(C(C)(C)C)OCC[C@H](C)C1=NC(=C2N1C=C(N=C2)Cl)C2=CC=C(C=O)C=C2